C(C)(=O)N1[C@H](CN(CC1)C(C=C)=O)C1=CC(=NC(=C1)Cl)C1=CC(=NC=N1)C(=O)NC (S)-6-(4-(1-acetyl-4-acryloylpiperazin-2-yl)-6-chloropyridin-2-yl)-N-methylpyrimidine-4-carboxamide